(Azetidin-3-yloxy)-2,2-dimethyl-N-(6-(1-methyl-1H-pyrazol-4-yl)pyridin-2-yl)-2,3-dihydrofuro[2,3-b]pyridine-5-carboxamide N1CC(C1)OC1C(OC2=NC=C(C=C21)C(=O)NC2=NC(=CC=C2)C=2C=NN(C2)C)(C)C